COC(=O)[C@@H]1CC[C@H](CC1)NC1=NC=C(C(=N1)C1=CC(=NC=C1)N1C(C=CC=C1)=O)F methyl-trans-4-((5-fluoro-4-(2-oxo-2H-[1,2'-bipyridin]-4'-yl)pyrimidin-2-yl)amino)cyclohexane-1-carboxylate